(Z)-[1,1':3',1''-terphenyl]-4-carbaldehyde oxime C1(=CC=C(C=C1)\C=N/O)C1=CC(=CC=C1)C1=CC=CC=C1